β-naphthalenesulphonic acid C1=C(C=CC2=CC=CC=C12)S(=O)(=O)O